CN(C(C1=C(C=CC=C1)C)=O)C N,N-dimethyl-methylbenzamide